NC=1C(=NC2=CC(=C(N=C2C1NC1C2CN(C1C2)C(=O)OC(C)(C)C)Cl)Br)N2CC(C2)N(C)C tert-butyl (endo)-5-((3-amino-7-bromo-6-chloro-2-(3-(dimethylamino)azetidin-1-yl)-1,5-naphthyridin-4-yl)amino)-2-azabicyclo[2.1.1]hexane-2-carboxylate